(Z)-2-(4-(11-((2-(2,6-dioxopiperidin-3-yl)-1,3-dioxoisoindol-4-yl)amino)undecyl)piperazin-1-yl)-N-(5-((5-fluoro-2-oxoindole-3-ylidene)methyl)-4-methyl-1H-pyrrol-3-yl)acetamide O=C1NC(CCC1N1C(C2=CC=CC(=C2C1=O)NCCCCCCCCCCCN1CCN(CC1)CC(=O)NC1=CNC(=C1C)\C=C\1/C(NC2=CC=C(C=C12)F)=O)=O)=O